[2-chloro-3-(difluoromethoxy)phenyl]-[rac-(7R,9aR)-7-(3-chloro-4-fluorophenyl)-1,3,4,6,7,8,9,9a-octahydropyrido[1,2-a]pyrazin-2-yl]methanone ClC1=C(C=CC=C1OC(F)F)C(=O)N1C[C@@H]2N(CC1)C[C@H](CC2)C2=CC(=C(C=C2)F)Cl |r|